FC(CC1=C(NC2=CC=C(C=C12)C1CCN(CC1)C(CN(C)C)=O)C1=CC=2N(C=C1)C=CN2)F 1-(4-(3-(2,2-difluoroethyl)-2-(imidazo[1,2-a]pyridin-7-yl)-1H-indol-5-yl)piperidin-1-yl)-2-(dimethylamino)ethan-1-one